ClC1=C(C=CC(=C1)F)C1=C(C=C(C(=C1)Cl)C(=O)NC=1C=C2C(=NC1)N(N=C2)C)F 2',5-dichloro-2,4'-difluoro-N-(1-methyl-1H-pyrazolo[3,4-b]pyridin-5-yl)-[1,1'-biBenzene]-4-carboxamide